ClC=1C=2N(C=C(C1)CO)N=C(N2)C2=C(C(=CC=C2)B2OC(C(O2)(C)C)(C)C)C (8-chloro-2-(2-methyl-3-(4,4,5,5-tetramethyl-1,3,2-dioxaborolan-2-yl)phenyl)-[1,2,4]triazolo[1,5-a]pyridin-6-yl)methanol